1-propylheptyl methacrylate C(C(=C)C)(=O)OC(CCCCCC)CCC